1-(6-bicyclo[3.1.0]hexanyl)imidazolidin-2-one C12CCCC2C1N1C(NCC1)=O